O=C1CN(CC1)C(=O)OC(C)(C)C Tert-Butyl 3-oxopyrrolidine-1-carboxylate